di-tert-butyl (2S,4R)-4-hydroxy-4-(hydroxymethyl)pyrrolidine-1,2-dicarboxylate O[C@@]1(C[C@H](N(C1)C(=O)OC(C)(C)C)C(=O)OC(C)(C)C)CO